(1s,12R,18s)-14-hydroxy-12-methyl-8,17-dioxa-11-azatetracyclo[16.2.2.02,7.011,15]docosa-2(7),3,5-trien-10-one OC1C[C@H](N2C(COC=3C=CC=CC3C3CCC(OCC12)CC3)=O)C